2-(dicyclopropylmethyl)-N'-[4-[3,5-dimethyl-1-(2-trimethylsilylethoxymethyl)pyrazol-4-yl]phenyl]propanediamide C1(CC1)C(C(C(=O)N)C(=O)NC1=CC=C(C=C1)C=1C(=NN(C1C)COCC[Si](C)(C)C)C)C1CC1